N-(2-((1r,3r,5r,7r)-adamantan-2-ylamino)ethyl)-1-(2,4-dichlorophenyl)-5-(6-methoxy-pyridin-3-yl)-4-methyl-1H-pyrazole-3-carboxamide C12C(C3CC(CC(C1)C3)C2)NCCNC(=O)C2=NN(C(=C2C)C=2C=NC(=CC2)OC)C2=C(C=C(C=C2)Cl)Cl